2-((2S,3S)-2-(benzyloxy)pentan-3-yl)-4-(5-bromo-3-fluoropyridin-2-yl)-2,4-dihydro-3H-1,2,4-triazol-3-one C(C1=CC=CC=C1)O[C@@H](C)[C@H](CC)N1N=CN(C1=O)C1=NC=C(C=C1F)Br